C(=C)C=1C=C2C(=CC=NC2=CC1)C(=O)OC methyl 6-vinylquinoline-4-carboxylate